4,4-dimethyl-cholest-8,14,24-trienol CC1(C2CCC=3C4=CC[C@H]([C@@H](CCC=C(CO)C)C)[C@]4(CCC3[C@]2(CCC1)C)C)C